N-((1r,3r)-3-((5-(imidazo[1,2-a]pyridin-6-yl)-7H-pyrrolo[2,3-d]pyrimidin-2-yl)amino)-1-methylcyclobutyl)acetamide N=1C=CN2C1C=CC(=C2)C2=CNC=1N=C(N=CC12)NC1CC(C1)(C)NC(C)=O